C1(NCCC2=CC=CC=C12)N 1,2,3,4-Tetrahydroisoquinolin-amine